Cl.FC=1C(=CC=2C3=C(C=NC2C1)N(C(C31CN(C1)C1=CC=CC=C1)=O)C)C=1C=C(C(=NC1)OCCNC(C)C)NS(=O)(=O)C N-(5-(7'-Fluoro-3'-methyl-2'-oxo-1-phenyl-2',3'-dihydrospiro[azetidine-3,1'-pyrrolo[2,3-c]quinolin]-8'-yl)-2-(2-(isopropylamino)ethoxy)pyridin-3-yl)methanesulfonamide hydrochloride